C(C)(=O)[O-].[Cu+2].BrC=1C=CC(=C(C(=O)N)C1)N1C[C@@H](CC1)OC1=NC=CC=C1.C(C)(=O)[O-] (R)-5-bromo-2-(3-(pyridin-2-yloxy)pyrrolidin-1-yl)benzamide copper(II) acetate